FC(OC1=CC=C(C=C1)C1=CN=CN1)(F)F 5-(4-(trifluoromethoxy)phenyl)-1H-imidazol